ClC1=C(C=CC=C1C1=CC=C(C(=N1)OC)[C@@H](C)NC[C@@H]1CCC(N1)=O)C1=C(C(=CC=C1)C1=CC=C(C(=N1)OC)[C@@H](C)NC[C@@H]1CCC(N1)=O)Cl (5S,5'S)-5,5'-((((1R,1'R)-((2,2'-dichloro-[1,1'-biphenyl]-3,3'-diyl)bis(2-methoxypyridine-6,3-diyl))bis(ethane-1,1-diyl))bis(azanediyl))bis(methylene))bis(pyrrolidin-2-one)